N2-methyl-N4-((1S,2S)-2-methylcyclopropyl)pyridine-2,4-dicarboxamide CNC(=O)C1=NC=CC(=C1)C(=O)N[C@@H]1[C@H](C1)C